C(#N)C1=C(C(=C(C(=O)NC2=C(C=C(C=C2Cl)C(C(C(F)(F)F)(F)F)(C(F)(F)F)F)Cl)C=C1)F)NC(C1=C(C=C(C=C1)C#N)C)=O 4-cyano-3-[(4-cyano-2-methyl-benzoyl)amino]-N-[2,6-dichloro-4-[1,2,2,3,3,3-hexafluoro-1-(trifluoromethyl)propyl]phenyl]-2-fluorobenzamide